6-fluoro-3-methyl-2-morpholino-4-oxo-3,4-dihydroquinazoline-8-sulfonamide FC=1C=C2C(N(C(=NC2=C(C1)S(=O)(=O)N)N1CCOCC1)C)=O